3,3-dimethyl-1-(4-sulfobutyl)-3H-indol-1-ium-5-sulfonic acid CC1(C=[N+](C2=CC=C(C=C12)S(=O)(=O)O)CCCCS(=O)(=O)O)C